2-(4-(((7-fluorobenzo[d]thiazol-2-yl)(4-methoxyphenethyl)amino)-methyl)phenyl)cyclopropanecarboxylic acid FC1=CC=CC=2N=C(SC21)N(CCC2=CC=C(C=C2)OC)CC2=CC=C(C=C2)C2C(C2)C(=O)O